7-deaza-8-aza-2,5-diaminopurine NC=1N=CC2(C=NN=C2N1)N